3-(5-tert-butyl-isoxazol-3-yl)-urea C(C)(C)(C)C1=CC(=NO1)NC(N)=O